tert-Butyl 2-((((9H-fluoren-9-yl)methoxy) carbonyl)(methyl)amino)-4-(3-chlorophenyl)butanoate C1=CC=CC=2C3=CC=CC=C3C(C12)COC(=O)N(C(C(=O)OC(C)(C)C)CCC1=CC(=CC=C1)Cl)C